(S)-N-(1-amino-3-(3-fluorophenyl)propan-2-yl)-4-(5-methyl-7-oxo-5,6,7,8-tetrahydronaphthyridin-4-yl)thiophene-2-carboxamide NCC(CC1=CC(=CC=C1)F)NC(=O)C=1SC=C(C1)C1=CC=NC=2NC(C[C@@H](C12)C)=O